C(#N)C=1C(=C(C(=NC1)C(=O)NC=1C=C2C(=NNC2=CC1)C1C(C1)(C)C)C)C 5-Cyano-N-(3-(2,2-dimethylcyclopropyl)-1H-indazol-5-yl)-3,4-dimethylpicolinamide